C(C1=CC=CC=C1)(C1=CC=CC=C1)N1CC(NC(C1)C)C 1-benzhydryl-3,5-dimethylpiperazine